NC1=C(C2=NC(=CC=C2N1C1=C(C=CC(=C1)OCOC)C)Cl)C#N 2-amino-5-chloro-1-[5-(methoxymethoxy)-2-methyl-phenyl]pyrrolo[3,2-b]pyridine-3-carbonitrile